5-bromo-3-(ethylsulfinyl)-2-[1-ethyl-6-(trifluoromethyl)imidazo[4,5-b]pyridin-2-yl]pyridine BrC=1C=C(C(=NC1)C=1N(C=2C(=NC=C(C2)C(F)(F)F)N1)CC)S(=O)CC